ethyl 3-{[4-(4-{3-[(tert-butoxycarbonyl)amino]propanamido}-1-methylpyrrole-2-amido)-1-methylimidazol-2-yl]formamido}propanoate C(C)(C)(C)OC(=O)NCCC(=O)NC=1C=C(N(C1)C)C(=O)NC=1N=C(N(C1)C)C(=O)NCCC(=O)OCC